2-[3-(2-Hydroxypropan-2-yl)pyrrolidin-1-yl]-1,3-benzoxazole OC(C)(C)C1CN(CC1)C=1OC2=C(N1)C=CC=C2